C(C)OC1=C(O[C@H]2CN(CCC2)C2=CN=CC(=N2)NC2=NC=CC(=N2)N2CC(CC2)C)C=CC=C1 1-(2-((6-((R)-3-(2-Ethoxyphenoxy)piperidin-1-yl)pyrazin-2-yl)amino)pyrimidin-4-yl)-3-methylpyrrolidin